ClC=1C=C(C=CC1)[C@H]1C[C@@H](CN(C1)CC1=CC=C(C=C1)C(F)(F)F)CC(=O)O trans-2-(5-(3-chlorophenyl)-1-(4-(trifluoromethyl)benzyl)piperidin-3-yl)acetic acid